BrC=1C=C(C=CC1)NC1(CCC2(C=CC3=CC=CC=C23)CC1)C(=O)O 4-(3-Bromophenylamino)spiro[cyclohexane-1,1'-indene]-4-carboxylic acid